NC1=CC=C(C=N1)C1=C(C2=C(N(C(N(C2=O)C=2C=NC(=CC2)OC)=O)CC2=C(C=CC=C2F)F)S1)CN(C)C 6-(6-Aminopyridin-3-yl)-1-[(2,6-difluorophenyl)methyl]-5-[(dimethylamino)methyl]-3-(6-methoxypyridin-3-yl)thieno[2,3-d]pyrimidine-2,4-dione